ClC1=NC=CC=C1I 2-chloro-3-iodopyridine